ClC=1C=C2C=NN(C2=CC1N1C2CN(C(C1)CC2)C(=O)OC(C)(C)C)C=2C=NN(C2)C tert-butyl 5-(5-chloro-1-(1-methyl-1H-pyrazol-4-yl)-1H-indazol-6-yl)-2,5-diazabicyclo[2.2.2]octane-2-carboxylate